3-cyclopentyl-1,8-dimethyl-5-[1-[3-(trifluoromethyl)phenyl]ethylamino]imidazo[4,5-g]phthalazin-2-one C1(CCCC1)N1C(N(C2=CC=3C(=NN=C(C3C=C21)NC(C)C2=CC(=CC=C2)C(F)(F)F)C)C)=O